2-chloro-N-(2-(2-hydrazinoacetylamino)ethyl)-2-methylpropanamide ClC(C(=O)NCCNC(CNN)=O)(C)C